2-((1E,4Z)-hepta-1,4-dien-1-yl)thiophen C(=C\C\C=C/CC)/C=1SC=CC1